NC=1C=C(C(=C(C1)C(=O)C1CC1)F)Cl (5-amino-3-chloro-2-fluorophenyl)(cyclopropyl)methanone